5-[4-(cyanomethoxy)-2,3-difluoro-phenyl]-N-[4-[4-[2-(dimethylamino)acetyl]piperazine-1-carbonyl]-3-methyl-phenyl]-1-methyl-imidazole-2-carboxamide C(#N)COC1=C(C(=C(C=C1)C1=CN=C(N1C)C(=O)NC1=CC(=C(C=C1)C(=O)N1CCN(CC1)C(CN(C)C)=O)C)F)F